4-(2-fluoro-5-((3-((4-fluoro-3-(pentafluoro-λ6-sulfaneyl)phenyl)carbamoyl)bicyclo[2.2.1]heptan-2-yl)carbamoyl)-4-methoxyphenoxy)cyclohexane-1-carboxylic acid FC1=C(OC2CCC(CC2)C(=O)O)C=C(C(=C1)OC)C(NC1C2CCC(C1C(NC1=CC(=C(C=C1)F)S(F)(F)(F)(F)F)=O)C2)=O